N-(5-bromo-3-((2,6-dimethoxyphenyl)amino)pyridin-2-yl)-6-ethoxypyridinecarboxamide BrC=1C=C(C(=NC1)NC(=O)C1=NC(=CC=C1)OCC)NC1=C(C=CC=C1OC)OC